C(C)N1CC(C1)CCC1=C(C=CC(=C1)F)S(=O)(=O)NC1=CC=C2[C@@H]3[C@H](COC2=C1C(=O)O)C3 |r| (1aRS,7bSR)-5-{2-[2-(1-ethylazetidin-3-yl)ethyl]-4-fluoro-benzenesulfonyl-amino}-1,1a,2,7b-tetrahydrocyclopropa[c]chromene-4-carboxylic acid